L-serine-tert-butyl ester C(C)(C)(C)OC([C@@H](N)CO)=O